N[C@H]1CN(C[C@@H]1O)C(=O)OC(C)(C)C tert-butyl (3S,4S)-3-amino-4-hydroxy-pyrrolidine-1-carboxylate